ClC1=C(C=CC(=C1)Cl)C(C)NC1=NN2C(NC(=CC2=O)CCC)=N1 2-[1-(2,4-dichlorophenyl)ethyl-amino]-5-propyl-4H-[1,2,4]-triazolo[1,5-a]pyrimidin-7-one